C(C)(C)(C)OC(=O)N[C@H](C(=O)OC)C[C@@H](C(=O)OC)OC1=C(C=CC(=C1)F)[N+](=O)[O-] dimethyl (2S,4S)-2-(tert-butoxycarbonylamino)-4-(5-fluoro-2-nitro-phenoxy)pentanedioate